2,2-diethoxyacetamide oxime C(C)OC(C(N)=NO)OCC